(2S)-9-((2-chloro-4-((3-fluoropyridin-2-yl)oxy)phenyl)(hydroxy)methyl)-2-((methoxy-d3)Methyl)-2-methyl-1,2,4,7-tetrahydro-3H-pyrrolo[3',2':5,6]pyrido[3,4-b]pyrazine ClC1=C(C=CC(=C1)OC1=NC=CC=C1F)C(C1=CNC2=C1C1=C(NC[C@@](N1)(C)COC([2H])([2H])[2H])C=N2)O